(2S,4'R,4a'S,7a'R,12b'S)-3'-(cyclopropylmethyl)-4a'-hydroxy-9'-methoxy-2',3',4',4a',5',6'-hexahydro-1'H,7a'H-spiro[pyrrolidine-2,7'-[4,12]methanobenzofuro[3,2-e]isoquinolin]-5-one C1(CC1)CN1[C@H]2[C@@]3(CC[C@]4([C@H]5[C@]3(CC1)C1=C(O5)C(=CC=C1C2)OC)NC(CC4)=O)O